CC=1CN(C=NN1)N=CC=1C=NC=CC1 4,5-dihydro-6-methyl-4-(3-pyridylmethyleneamino)-1,2,4-triazin